1-(tert-butyl)-N-(4-(5-methyl-1,2,4-oxadiazol-3-yl)phenethyl)-4-(3-(trifluoromethyl)phenoxy)-1H-pyrazole-5-carboxamide C(C)(C)(C)N1N=CC(=C1C(=O)NCCC1=CC=C(C=C1)C1=NOC(=N1)C)OC1=CC(=CC=C1)C(F)(F)F